CN1CC(C(C[C@]12CCCC1=CC=CC=C21)=O)C(=O)OCC ethyl (6S)-1-methyl-4-oxo-spiro[piperidine-6,1'-tetralin]-3-carboxylate